COC1=NC(=NC2=C1N=CN2[C@H]3[C@@H]([C@@H]([C@H](O3)CO)O)O)N O6-methylguanosine